ClC1=CC=C(C=C1)C1=NNC(=C1C1=CC=CC=C1)N 3-(4-chlorophenyl)-4-phenyl-1H-pyrazol-5-amine